5-((4-(2-(4-(3-aminopropoxy)phenyl)propan-2-yl)phenoxy)methyl)-N,N-dimethyl-1,2,4-oxadiazole-3-carboxamide NCCCOC1=CC=C(C=C1)C(C)(C)C1=CC=C(OCC2=NC(=NO2)C(=O)N(C)C)C=C1